C(C=1C(O)=CC=C(O)C1)(=O)O.C1(CC1)C1=CNC=2N=C(N=C(C21)N[C@@H]2CC[C@@H](N(C2)C(C=C)=O)C)NC=2C=NN(C2)C ((2s,5r)-5-((5-cyclopropyl-2-((1-methyl-1H-pyrazol-4-yl)amino)-7H-pyrrolo[2,3-d]pyrimidin-4-yl)amino)-2-methylpiperidin-1-yl)prop-2-en-1-one gentisate